OCCOC=1C(=NC=2C(=CC(N(C2C1)C)=O)C=1CCN(CC1)C=1OC2=C(N1)C=C(C=C2)C)C#N 3-(2-hydroxyethoxy)-5-methyl-8-(1-(5-methylbenzo[d]oxazol-2-yl)-1,2,3,6-tetrahydropyridin-4-yl)-6-oxo-5,6-dihydro-1,5-naphthyridine-2-carbonitrile